di-Dodecyl-Dimethyl-Ammonium Bromide [Br-].C(CCCCCCCCCCC)[N+](C)(C)CCCCCCCCCCCC